2-Ethylsulfanyl-3,6-dimethyl-8-[(1R)-1-[(2-methyl-3-pyridyl)amino]ethyl]chromen-4-one C(C)SC=1OC2=C(C=C(C=C2C(C1C)=O)C)[C@@H](C)NC=1C(=NC=CC1)C